C(CCCCCCCCCCCCCCCCCCCC)(=O)OCC(OC(CCCCCCCCCCCCCCCC)=O)COP(=O)([O-])OCC[N+](C)(C)C 1-heneicosanoyl-2-heptadecanoyl-glycero-3-phosphocholine